ethyl 3-{1-[4-(2-formylphenoxy)butyl]-4-methyl-1H-benzotriazol-5-yl}-3-{3-[(6-hydroxy-2,2-dioxo-2H-1,2λ6,3-benzoxathiazin-3(4H)-yl)methyl]-4-methoxyphenyl}propanoate C(=O)C1=C(OCCCCN2N=NC3=C2C=CC(=C3C)C(CC(=O)OCC)C3=CC(=C(C=C3)OC)CN3S(OC2=C(C3)C=C(C=C2)O)(=O)=O)C=CC=C1